2,2,2-Trifluoroethyl 2-oxo-2-[rac-(2R,5S)-2-(2-isopropylindazol-5-yl)-5-methyl-1-piperidyl]acetate O=C(C(=O)OCC(F)(F)F)N1[C@H](CC[C@@H](C1)C)C1=CC2=CN(N=C2C=C1)C(C)C |r|